C[C@@H]1CNCCO1.[Na] sodium (R)-2-methylmorpholine